N-isopropyl-1-(4-(4-isopropyl-5-(8-methyl-[1,2,4]triazolo[1,5-a]pyridin-6-yl)-1H-pyrazol-3-yl)phenyl)cyclopropan-1-amine C(C)(C)NC1(CC1)C1=CC=C(C=C1)C1=NNC(=C1C(C)C)C=1C=C(C=2N(C1)N=CN2)C